N(=N[Na])[Na] azosodium